CC(C)(CCCCCCCCCCCCCCCCC)C1=NOC(N1)=O 3-(2-methylnonadecan-2-yl)-1,2,4-oxadiazol-5(4H)-one